(2R,3S,5R)-5-(6-amino-2-fluoro-9H-purin-9-yl)-2-ethynyl-2-(hydroxymethyl)tetrahydrofuran-3-yl 2-methylheptanoate CC(C(=O)O[C@@H]1[C@](O[C@H](C1)N1C2=NC(=NC(=C2N=C1)N)F)(CO)C#C)CCCCC